FC(OC1=CC2=C(NC(=N2)C2=CC=C(C=N2)OCC(=O)N)C=C1)(F)F 2-((6-(5-(trifluoromethoxy)-1H-benzimidazol-2-yl)pyridin-3-yl)oxy)acetamide